methyl-(tris[2-(3,4-epoxycyclohexyl)ethyl]dimethylsilyloxy)silane C[SiH2]O[SiH](C(CCC1CC2C(CC1)O2)(CCC2CC1C(CC2)O1)CCC1CC2C(CC1)O2)C